tetrahydropyrido[1,2-a]benzimidazol-2-amine C1C(CCC2=NC3=C(N21)C=CC=C3)N